N-amino-(4-piperidyl)-carboxylic acid NN1CCC(CC1)C(=O)O